1-(tert-butoxycarbonyl)-3-(hydroxymethyl)piperazine C(C)(C)(C)OC(=O)N1CC(NCC1)CO